7-((6-(((tert-Butyldimethylsilyl)oxy)methyl)-5-methylpyridin-2-yl)chloromethyl)-3-(difluoromethyl)-8-methyl-[1,2,4]triazolo[4,3-a]pyridine [Si](C)(C)(C(C)(C)C)OCC1=C(C=CC(=N1)C(C1=C(C=2N(C=C1)C(=NN2)C(F)F)C)Cl)C